7-(3,5-Dimethylisoxazol-4-yl)-5,5-dimethyl-4-pyridin-2-yl-4,5-dihydroimidazo[1,5,4-de][1,4]benzoxazin-2(1H)-one CC1=NOC(=C1C1=CC=C2C=3N(C(C(OC31)(C)C)C3=NC=CC=C3)C(N2)=O)C